2-fluoro-1-(trans-3-(3-fluoro-4-(trifluoromethyl)benzyloxy)-4-(5-fluoropyrimidin-2-ylamino)pyrrolidin-1-yl)prop-2-en-1-one FC(C(=O)N1C[C@H]([C@@H](C1)NC1=NC=C(C=N1)F)OCC1=CC(=C(C=C1)C(F)(F)F)F)=C